C(C)(C)(C1=CC=CC=C1)C1=C(OC2=C(C=C(C(=C2)OC2=C(C=C(C=C2)C(C)(C)C2=CC=CC=C2)C(C)(C)C2=CC=CC=C2)N)N)C=CC(=C1)C(C)(C)C1=CC=CC=C1 4,6-bis(2,4-dicumylphenoxy)-1,3-diaminobenzene